The molecule is a myo-inositol pentakisphosphate that consists of 1D-myo-inositol having the five phospho groups located at positions 1, 2, 3, 4 and 6 as well as a diphospho group at position 5. It has a role as a human metabolite. It derives from a myo-inositol. It is a conjugate acid of a 5-diphospho-1D-myo-inositol pentakisphosphate(13-). [C@H]1([C@H](C([C@H]([C@@H](C1OP(=O)(O)O)OP(=O)(O)O)OP(=O)(O)O)OP(=O)(O)OP(=O)(O)O)OP(=O)(O)O)OP(=O)(O)O